6-(Cyclopropanecarboxamido)-4-((7-methoxy-1-(methyl-d3)-1H-indol-6-yl)amino)-N-(methyl-d3)nicotinamide C1(CC1)C(=O)NC1=NC=C(C(=O)NC([2H])([2H])[2H])C(=C1)NC1=CC=C2C=CN(C2=C1OC)C([2H])([2H])[2H]